2-[1-[3,6-Dimethyl-4-oxo-2-(3-pyridyl)chromen-8-yl]ethylamino]-5-(trifluoromethyl)benzoic acid CC1=C(OC2=C(C=C(C=C2C1=O)C)C(C)NC1=C(C(=O)O)C=C(C=C1)C(F)(F)F)C=1C=NC=CC1